FC=1C=CC2=C(NC(=NS2(=O)=O)NCC=2C=NC(=NC2)OC)C1[C@H](C)C1=C(C=CC=C1)F (R)-6-fluoro-5-(1-(2-fluorophenyl)ethyl)-3-(((2-methoxypyrimidin-5-yl)methyl)amino)-4H-benzo[e][1,2,4]thiadiazine 1,1-dioxide